5-fluoro-N-isopropyl-N-methyl-2-(2-oxo-1-(piperidin-4-yl)-1,2-dihydro-3H-imidazo[4,5-c]pyridin-3-yl)benzamide HCl salt Cl.FC=1C=CC(=C(C(=O)N(C)C(C)C)C1)N1C(N(C2=C1C=NC=C2)C2CCNCC2)=O